3,3'-dithiobis(propionylhydrazine) C(CCSSCCC(=O)NN)(=O)NN